COC([C@H](CC1=CC=C(C=C1)N1C(C2(C3=CC=CC(=C13)Cl)CC2)=O)NC(C2=C(C=C(C=C2Cl)Cl)Cl)=O)=O (S)-3-(4-(7'-chloro-2'-oxospiro[cyclopropane-1,3'-indoline]-1'-yl)phenyl)-2-(2,4,6-trichlorobenzoyl-amino)propionic acid methyl ester